C1(CC1)C1=C(C(=NO1)C1=C(C=NC=C1Cl)Cl)/C=C/C1C2CN(CC12)C#N (E)-6-(2-(5-cyclopropyl-3-(3,5-dichloropyridin-4-yl)isoxazol-4-yl)vinyl)-3-azabicyclo[3.1.0]hexane-3-carbonitrile